(3R,4R)-1-(5,6-difluoro-1-(2-(trifluoromethyl)benzyl)-1H-benzimidazol-2-yl)-4-fluoro-3-piperidinamine FC1=CC2=C(N(C(=N2)N2C[C@H]([C@@H](CC2)F)N)CC2=C(C=CC=C2)C(F)(F)F)C=C1F